C1(CCCCC1)C(=O)OC[C@]1(O[C@H](C[C@@H]1O)N1C2=NC(=NC(=C2N=C1)N)F)C#C [(2R,3S,5R)-5-(6-amino-2-fluoro-9H-purin-9-yl)-2-ethynyl-3-hydroxyoxolan-2-yl]methyl cyclohexane-carboxylate